C1(CC1)C=1C=CC=2N(C1)C=C(N2)CN2NC1=C(C(=NC=C1)N)C2 2-((6-cyclopropylimidazo[1,2-a]pyridin-2-yl)methyl)-1H-pyrazolo[4,3-c]pyridin-4-amine